4-fluoro-1-(4-methylpyrimidine-5-carbonyl)-N-{phenyl[4-(propan-2-yl)phenyl]methyl}pyrrolidine-2-carboxamide FC1CC(N(C1)C(=O)C=1C(=NC=NC1)C)C(=O)NC(C1=CC=C(C=C1)C(C)C)C1=CC=CC=C1